N-[3-chloro-1-(3-pyridyl)pyrazol-4-yl]-N-ethyl-3-(3,3,3-trifluoropropylsulfanyl)propanamide ClC1=NN(C=C1N(C(CCSCCC(F)(F)F)=O)CC)C=1C=NC=CC1